1-bromo-4-(2-fluoroethyl)benzene BrC1=CC=C(C=C1)CCF